(1S,2S,3R,5S)-(+)-pinanediol C[C@@]1([C@H]2C[C@H](C2(C)C)C[C@H]1O)O